ClC1=C2C=C(N(C2=CC=C1)C(=O)OC(C)(C)C)CN1C(N(C=2N=C(N(C2C1=O)C)C(C1=CC=NC=C1)=NO)C)=O tert-Butyl 4-chloro-2-((8-((hydroxyimino)(pyridin-4-yl)methyl)-3,7-dimethyl-2,6-dioxo-2,3,6,7-tetrahydro-1H-purin-1-yl)methyl)-1H-indole-1-carboxylate